2-((2S,4S)-1-(but-2-ynoyl)-4-(8-chloro-4-(3-(dimethylamino)azetidin-1-yl)-6-fluoro-7-(3-methyl-2-(trifluoromethyl)phenyl)-1H-imidazo[4,5-c]quinolin-1-yl)piperidin-2-yl)acetonitrile C(C#CC)(=O)N1[C@@H](C[C@H](CC1)N1C=NC=2C(=NC=3C(=C(C(=CC3C21)Cl)C2=C(C(=CC=C2)C)C(F)(F)F)F)N2CC(C2)N(C)C)CC#N